3-(3-hydroxypyrrol-1-yl)propanamide OC1=CN(C=C1)CCC(=O)N